2-heptylamino-1,4-benzoquinone C(CCCCCC)NC=1C(C=CC(C1)=O)=O